2,6-difluoro-N-(6-fluoro-4-methoxybenzo[d]thiazol-2-yl)-4-(piperazin-1-yl)benzamide FC1=C(C(=O)NC=2SC3=C(N2)C(=CC(=C3)F)OC)C(=CC(=C1)N1CCNCC1)F